4-{[3-(4-{[(3S,4R)-3-fluoro-1-methylpiperidin-4-yl]amino}-1-(2,2,2-trifluoroethyl)-1H-indol-2-yl)prop-2-yn-1-yl]amino}-3-methoxybenzene-1-sulfonic acid F[C@H]1CN(CC[C@H]1NC1=C2C=C(N(C2=CC=C1)CC(F)(F)F)C#CCNC1=C(C=C(C=C1)S(=O)(=O)O)OC)C